ClC1=C(C=CC(=C1)C(F)(F)F)N1C(CCC1)C=1C=C(C(=O)NS(=O)(=O)C2=CC=CC=C2)C=CC1 3-(1-(2-chloro-4-(trifluoromethyl)phenyl)pyrrolidin-2-yl)-N-(benzenesulfonyl)benzamide